NC1=C2C(=NC=N1)N(N=C2C2=CC=C(C=C2)OC2=CC=CC=C2)C2CCN(CC2)C2CCN(CC2)C2CCN(CC2)C2CCN(CC2)C=2C=C1CN(CC1=CC2)C2C(NC(CC2)=O)=O 5-[4-[4-[4-[4-[4-amino-3-(4-phenoxyphenyl)pyrazolo[3,4-d]pyrimidin-1-yl]-1-piperidyl]-1-piperidyl]-1-piperidyl]-1-piperidyl]-2-(2,6-dioxo-3-piperidyl)isoindoline